N-(1-(4,4-difluoropiperidin-1-yl)-2-oxo-1,2-dihydropyridin-3-yl)-4-((N-methylsulfamoyl)amino)-2-(6-azaspiro[2.5]octan-6-yl)benzamide FC1(CCN(CC1)N1C(C(=CC=C1)NC(C1=C(C=C(C=C1)NS(NC)(=O)=O)N1CCC2(CC2)CC1)=O)=O)F